5-[4-[(2-oxo-1,3-oxathiolan-5-yl)methoxyl]butoxymethyl]-1,3-oxathiolan-2-One O=C1OC(CS1)COCCCCOCC1CSC(O1)=O